BrCC1=C2N=CC=NC2=CC=C1 5-(bromomethyl)quinoxaline